(±)-trans-N-(isoquinoline-5-yl)-4-phenylpyrrolidine-3-carboxamide dihydrochloride Cl.Cl.C1=NC=CC2=C(C=CC=C12)NC(=O)[C@@H]1CNC[C@H]1C1=CC=CC=C1 |r|